N-(4-(5-(2-(3-Fluoroazetidin-1-yl)-6-methylpyrimidin-4-yl)-1,3,4-oxadiazol-2-yl)-3-(6-azaspiro[2.5]octan-6-yl)phenyl)-2-hydroxyethane-1-sulfonamide FC1CN(C1)C1=NC(=CC(=N1)C1=NN=C(O1)C1=C(C=C(C=C1)NS(=O)(=O)CCO)N1CCC2(CC2)CC1)C